ClC=1C=C(C=CC1)C=1NC(C2=CC(=CC(=C2C1C1=CC(=CC=C1)Cl)C)C)=O 3,4-bis(3-chlorophenyl)-5,7-dimethylisoquinolin-1(2H)-one